C1(CC1)C1=NC=NC(=C1C1=NC=C(C(=N1)NCC1=CC=C(C=C1)C=1N(C=C(N1)C(F)(F)F)C(C)C)O)OC 4'-cyclopropyl-4-((4-(1-isopropyl-4-(trifluoromethyl)-1H-imidazol-2-yl)benzyl)amino)-6'-methoxy-[2,5'-bipyrimidin]-5-ol